2-{2-formyl-3-[(4-methoxyphenyl)methoxy]phenoxy}pyridine-4-carboxylic acid C(=O)C1=C(OC2=NC=CC(=C2)C(=O)O)C=CC=C1OCC1=CC=C(C=C1)OC